1-(2-phenyl-7,8,9,10-tetrahydro-6H-cyclohepta[b]quinolin-11-yl)pyrrolidin-3-amine hydrochloride Cl.C1(=CC=CC=C1)C=1C=C2C(=C3C(=NC2=CC1)CCCCC3)N3CC(CC3)N